FC1=C(C2=C(C(=N1)OC)N=C(S2)NC(=O)C=2C=NN(C2)CCOC)C2CCOCC2 N-[6-Fluoro-4-methoxy-7-(oxan-4-yl)-[1,3]thiazolo[4,5-c]pyridin-2-yl]-1-(2-methoxyethyl)-1H-pyrazol-4-carboxamid